FC1=NNC(C2=CC=C(C=C12)F)=O 4,6-difluorophthalazin-1(2H)-one